CC(C)([Si](OC([C@@H](CO[Si](C(C)(C)C)(C)C)NC(OCC1C2=CC=CC=C2C=2C=CC=CC12)=O)C(NC(C1=CC=CC=C1)(C1=CC=CC=C1)C1=CC=CC=C1)=O)(C)C)C (9H-fluoren-9-yl)methyl ((6R)-2,2,3,3,9,9,10,10-octamethyl-5-(tritylcarbamoyl)-4,8-dioxa-3,9-disilaundecan-6-yl)carbamate